Butylmethyl(2-(4-methyl-3-((1-methyl-3-(naphthalen-1-yl)azetidin-3-yl)carbamoyl) phenoxy)ethyl)carbamate C(CCC)OC(N(CCOC1=CC(=C(C=C1)C)C(NC1(CN(C1)C)C1=CC=CC2=CC=CC=C12)=O)C)=O